6-(benzylamino)-1-ethyl-5-methyl-3-phenyl-3,5-dihydroimidazo[4,5-c][1,2]thiazine-4(1H)-one 2,2-dioxide C(C1=CC=CC=C1)NC=1N(C2=C(N(S(C(C2=O)C2=CC=CC=C2)(=O)=O)CC)N1)C